BrCCCCN1C(C=C(C=C1)I)=O 1-(4-bromobutyl)-4-iodopyridin-2(1H)-one